NC1=NNC=2C1=NC(=CC2)C2=C(C=C(C=C2)S(=O)(=O)N2C[C@@H](CC2)O)Cl (R)-1-((4-(3-amino-1H-pyrazolo[4,3-b]pyridin-5-yl)-3-chlorophenyl)sulfonyl)pyrrolidin-3-ol